C12CN(CC(N1)C2)C2=CC=C(C=1N=CC=NC21)C(=O)NC=2C=C(C=1N(C2)C=C(N1)C)F 8-(3,6-diazabicyclo[3.1.1]heptan-3-yl)-N-(8-fluoro-2-methyl-imidazo[1,2-a]pyridin-6-yl)quinoxaline-5-carboxamide